(1R,2S,5S)-8-(benzyloxy)-2,5-dimethyl-7,9-dioxo-N-(2,4,6-trifluorobenzyl)-2,5,7,9-tetrahydro-1,6-methanopyrido[1,2-b][1,2,5]triazonine-10-carboxamide C(C1=CC=CC=C1)OC=1C(C(=CN2N3[C@H](C=C[C@@H](N(C(C21)=O)C3)C)C)C(=O)NCC3=C(C=C(C=C3F)F)F)=O